ClC1=C(C(=O)NC(C(=O)O)CCN(CCCCC2=NC=3NCCCC3C=C2)CCOCC(F)F)C(=CC=C1)F 2-[(2-chloro-6-fluoro-benzoyl)amino]-4-[2-(2,2-difluoroethoxy)ethyl-[4-(5,6,7,8-tetrahydro-1,8-naphthyridin-2-yl)butyl]amino]butanoic acid